4-cyclopropyl-2-(3-(3-((4-methyl-4H-1,2,4-triazol-3-yl)methyl)oxetan-3-yl)phenyl)-6-vinylisoindolin-1-one C1(CC1)C1=C2CN(C(C2=CC(=C1)C=C)=O)C1=CC(=CC=C1)C1(COC1)CC1=NN=CN1C